1,4-butanediol bis-acetoacetate C(CC(=O)C)(=O)OCCCCOC(CC(=O)C)=O